BrC=1C=NC=C(C(=O)N(C)C[C@H]([C@H](C2=CC=CC=C2)F)O[Si](CC)(CC)CC)C1 5-bromo-N-((2r,3s)-3-fluoro-3-phenyl-2-((triethylsilyl)oxy)propyl)-N-methylnicotinamide